FC(C)(F)C=1C(=C(C=CC1)[C@@H](C)NC=1C2=C(N=C(N1)C)N=C(C(=C2)N2CCS(CC2)(=O)=O)OC)F (R)-4-(4-((1-(3-(1,1-difluoroethyl)-2-fluorophenyl)ethyl)amino)-7-methoxy-2-methylpyrido[2,3-d]pyrimidin-6-yl)thiomorpholine 1,1-dioxide